O1C=C(C=C1)C1=CC=C2C(N(C=NN21)CC2(CCN(CC2)C(=O)[C@H]2[C@@H](CN(CC2)C(=O)C2=C(N=C(S2)C=2C=NC(=CC2)C)C)C2=CC=CC=C2)O)=O 7-(3-furyl)-3-[[4-hydroxy-1-[(3R,4R)-1-[4-methyl-2-(6-methyl-3-pyridyl)thiazole-5-carbonyl]-3-phenyl-piperidine-4-carbonyl]-4-piperidyl]methyl]pyrrolo[2,1-f][1,2,4]triazin-4-one